2-(2,6-dioxopiperidin-3-yl)-4-(4-((4-isopropylpiperidin-1-yl)methyl)-2-methylbenzylamino)isoindoline-1,3-dione O=C1NC(CCC1N1C(C2=CC=CC(=C2C1=O)NCC1=C(C=C(C=C1)CN1CCC(CC1)C(C)C)C)=O)=O